COC1=CC=C(C=C1)C2CC(=O)C3=C(C(=C(C=C3O2)OC)O)OC The molecule is a methoxyflavanone that is flavanone substituted by methoxy groups at positions 5, 7 and 4' and a hydroxy group at position 6. It is a monohydroxyflavanone and a member of 4'-methoxyflavanones. It derives from a flavanone.